NC[C@@H]1CN(CCC1)C(=O)[O-] (3R)-3-(aminomethyl)piperidine-1-carboxylate